(4-Amino-8-fluorothiochroman-4-yl)methanol NC1(CCSC2=C(C=CC=C12)F)CO